N[C@H]1CN(C[C@@H](C1)F)C(=O)C=1C=CC=2N(C1)N=C(C2C)C=2N(C1=CC(=CC=C1C2)N2CCC(CC2)N(C(OC)=O)C)CC2CC2 Methyl N-[1-(2-{6-[(3R,5R)-3-amino-5-fluoropiperidine-1-carbonyl]-3-methylpyrazolo[1,5-a]pyridin-2-yl}-1-(cyclopropylmethyl)-1H-indol-6-yl)piperidin-4-yl]-N-methylcarbamate